N-(5-(2-(((1r,4r)-4-(dimethylamino)cyclohexyl)amino)-8-iso-propyl-7-oxo-7,8-dihydropyrido[2,3-d]-pyrimidin-6-yl)pyridin-2-yl)benzenesulfonamide CN(C1CCC(CC1)NC=1N=CC2=C(N1)N(C(C(=C2)C=2C=CC(=NC2)NS(=O)(=O)C2=CC=CC=C2)=O)C(C)C)C